N-(3-(2-((3-Fluoro-4-(4-methylpiperazin-1-yl)phenyl)amino)-7H-pyrrolo[2,3-d]pyrimidin-7-yl)phenyl)propane-2-sulfonamide FC=1C=C(C=CC1N1CCN(CC1)C)NC=1N=CC2=C(N1)N(C=C2)C=2C=C(C=CC2)NS(=O)(=O)C(C)C